FC=1C2=C(C(N(C1)CC(F)(F)F)=O)C(=CN2C)NC2=CC(=NC=C2C(=O)NC([2H])([2H])[2H])NC2=NC=C(C=C2)F 4-((7-Fluoro-1-methyl-4-oxo-5-(2,2,2-trifluoroethyl)-4,5-dihydro-1H-pyrrolo[3,2-c]pyridin-3-yl)amino)-6-((5-fluoropyridin-2-yl)amino)-N-(methyl-d3)nicotinamide